NC1CCN(CC1)C1=NN(C(=C1)C1=CC(N(C=C1)C)=O)C1=CC=C(C#N)C=C1 4-(3-(4-aminopiperidin-1-yl)-5-(1-methyl-2-oxo-1,2-dihydropyridin-4-yl)-1H-pyrazol-1-yl)benzonitrile